CC1(C(N(C(N1C1CC2(C1)CCC(CC2)=O)=O)COCC[Si](C)(C)C)=O)C 5,5-dimethyl-1-(7-oxospiro[3.5]nonan-2-yl)-3-(2-trimethylsilylethoxymethyl)imidazolidine-2,4-dione